CN1C(CN(CC1)C)C1=CC=C(C=C1)O 4-(1,4-dimethylpiperazin-2-yl)phenol